BrC1=C(C=NN(C1=O)C)N[C@@H]1C[C@@H](CN(C1)C)C1=CC=C(C=C1)CN1CC2(CN(C2)C=2C=C(C=CC2)C2C(NC(CC2)=O)=O)C1 3-[3-[6-[[4-[(3R,5R)-5-[(5-bromo-1-methyl-6-oxo-pyridazin-4-yl)amino]-1-methyl-3-piperidyl]phenyl]methyl]-2,6-diazaspiro[3.3]heptan-2-yl]phenyl]piperidine-2,6-dione